Tert-butyl (6-(((3-amino-4-methoxy-5-(1-methyl-1H-1,2,4-triazol-3-yl)benzyl)oxy)methyl)-4-fluoropyridin-2-yl)carbamate NC=1C=C(COCC2=CC(=CC(=N2)NC(OC(C)(C)C)=O)F)C=C(C1OC)C1=NN(C=N1)C